2-cyclopropyl-N-(4-iodopyridin-2-yl)acetamide C1(CC1)CC(=O)NC1=NC=CC(=C1)I